6-chloro-3-toluenesulfonyl-4H-benzopyran-4-one ClC=1C=CC2=C(C(C(=CO2)S(=O)(=O)CC2=CC=CC=C2)=O)C1